tert-butyl 2-(((1-(4-fluoro-3-(trifluoromethyl)phenyl) cyclopropyl)(methoxycarbonyl)amino)methyl)azetidine-1-carboxylate FC1=C(C=C(C=C1)C1(CC1)N(C(=O)OC)CC1N(CC1)C(=O)OC(C)(C)C)C(F)(F)F